(5Z)-2-[[(2R)-2-Hydroxy-2-phenyl-ethyl]amino]-3-methyl-5-[(2-methylindazol-5-yl)methylene]imidazol-4-one O[C@@H](CNC1=N\C(\C(N1C)=O)=C/C1=CC2=CN(N=C2C=C1)C)C1=CC=CC=C1